2-fluoro-6-methoxy-4-(2-methyl-1-oxo-2,7-naphthyridin-4-yl)benzaldehyde FC1=C(C=O)C(=CC(=C1)C1=CN(C(C2=CN=CC=C12)=O)C)OC